N[C@@H](C(C)C)C(=O)O[C@@H]1[C@H](O[C@@]([C@@H]1O)(C#N)C1=CC=C2C(=NC=NN21)N)COC(CC)=O (2R,3S,4R,5R)-5-(4-aminopyrrolo[2,1-f][1,2,4]triazin-7-yl)-5-cyano-4-hydroxy-2-((propionyloxy)methyl)tetrahydrofuran-3-yl L-valinate